(7-methoxy-2,3-dihydro-1,4-benzothiazepin-4(5H)ylmethyl)benzoic acid COC=1C=CC2=C(CN(CCS2)CC2=C(C(=O)O)C=CC=C2)C1